C12(CC3CC(CC(C1)C3)C2)CNC(=O)C=2N=NC(=CC2)N2CCNCC2 N-(1-adamantylmethyl)-6-piperazin-1-yl-pyridazine-3-carboxamide